2-(3-methylbenzylidene)benzofuran-3(2H)-one CC=1C=C(C=C2OC3=C(C2=O)C=CC=C3)C=CC1